C(#N)C1=CC(=CC2=C1SC(=C2F)N2N=CC(=C2)C(=O)OCC)OC(C)C ethyl 1-(7-cyano-3-fluoro-5-isopropoxybenzo[b]thiophen-2-yl)-1H-pyrazole-4-carboxylate